2-tert-Butyl 3-ethyl (1R,3S,5S)-5-[(prop-2-en-1-yloxy)methyl]-2-azabicyclo[3.1.0]hexane-2,3-dicarboxylate C(C=C)OC[C@]12C[C@H](N([C@@H]2C1)C(=O)OC(C)(C)C)C(=O)OCC